morpholinic acid N1(CCOCC1)C(=O)O